C[C@@H]1CN(C[C@@H](O1)C)C=1C=C(C=CC1)C1=CC=CC(=N1)NC(CNC(=O)C1=CN(C=C1)S(=O)(=O)C)=O N-[2-[[6-[3-[(cis)-2,6-dimethylmorpholin-4-yl]phenyl]-2-pyridinyl]amino]-2-oxo-ethyl]-1-methylsulfonyl-pyrrole-3-carboxamide